S1C2=C(C=C1C1=CC=C(C=C1)NC1=CC=C(C=C1)C1=CC3=C(S1)C=CC=C3)C=CC=C2 bis(4-(benzo[b]thiophen-2-yl)phenyl)amine